C(C)(C)(C)C1=CC=C(C=C1)C(C)(C)C 1,4-di-tert-butylbenzene